3-(3-fluoro-4-(piperidin-4-yl)phenoxy)piperidine-2,6-dione FC=1C=C(OC2C(NC(CC2)=O)=O)C=CC1C1CCNCC1